(1S,6S)-6-(3-(methylsulfonyl)phenyl)-3-propyl-7-oxa-3-azabicyclo[4.1.0]heptane CS(=O)(=O)C=1C=C(C=CC1)[C@]12CCN(C[C@@H]2O1)CCC